(R)-4-((3-(1-(5,8-dioxaspiro[3.4]octan-1-yl)-1H-pyrazol-4-yl)-2-methoxyphenyl)amino)-6-(cyclopropanecarboxamido)nicotinamide [C@H]1(CCC12OCCO2)N2N=CC(=C2)C=2C(=C(C=CC2)NC2=CC(=NC=C2C(=O)N)NC(=O)C2CC2)OC